N-(2-ethyl-5-fluoropyrimidin-4-yl)-6,6-dimethyl-1,4,5,6-tetrahydropyrrolo[3,4-c]pyrazol-3-amine C(C)C1=NC=C(C(=N1)NC=1C2=C(NN1)C(NC2)(C)C)F